C1(CC1)CN1N=C(C(=C1NC1=NC=NC(=C1)N1N=C(C(=C1C)[C@H](C(F)(F)F)N(C)C)C)C)C1=CC=C(C=C1)F |r| N-[1-(cyclopropylmethyl)-3-(4-fluorophenyl)-4-methyl-1H-pyrazol-5-yl]-6-{4-[(±)-1-(dimethylamino)-2,2,2-trifluoroethyl]-3,5-dimethyl-1H-pyrazol-1-yl}pyrimidin-4-amine